OC1(CCCC1)CNCC=1C=CC=2N(C1)C=C(N2)CNC(=O)C=2N=C1N(C(C2)=O)C=CC=C1 N-[[6-[[(1-hydroxycyclopentyl)methylamino]methyl]imidazo[1,2-a]pyridin-2-yl]methyl]-4-oxo-pyrido[1,2-a]pyrimidine-2-carboxamide